BrC=1C=NC(=NC1)NCC1CC1 5-bromo-N-(cyclopropylmethyl)pyrimidine-2-amine